C[C@]12CC3(CC(C[C@@](C1)(C3)C)C2)NC(=O)NC2CCC(CC2)OC2=CC=C(C=C2)C=C2C(NC(S2)=O)=O 1-[(1r,3R,5S,7R)-3,5-dimethyladamantan-1-yl]-3-((1r,4R)-4-{4-[(2,4-dioxothiazolidin-5-ylidene)methyl]phenoxy}cyclohexyl)urea